[Si](C1=CC=CC=C1)(C1=CC=CC=C1)(C(C)(C)C)OCC1=NN(C(=N1)C(F)F)C 3-(((tert-butyldiphenylsilyl)oxy)methyl)-5-(difluoromethyl)-1-methyl-1H-1,2,4-triazole